C(C)C=1N=C(C2=C(N1)NC=C2C(=O)O)N[C@H]2CN([C@H](C[C@@H]2F)C)C(C=C)=O ethyl-4-(((3S,4S,6S)-1-propenoyl-4-fluoro-6-methylpiperidin-3-yl)amino)-7H-pyrrolo[2,3-d]pyrimidine-5-carboxylic acid